ethyl 4-ethyl-1-methylpiperazine-2-carboxylate C(C)N1CC(N(CC1)C)C(=O)OCC